(6''S,7'R)-2'-iodo-6''-methyl-5'H-dispiro[1,3-dithiane-2,4'-thieno[2,3-c]pyran-7',4''-piperidine]-1''-carboxylic acid tert-butyl ester C(C)(C)(C)OC(=O)N1CC[C@]2(C[C@@H]1C)OCC1(C3=C2SC(=C3)I)SCCCS1